N1=CC=NC2=C1C=1C=CC=NC1C1=C2N=CC=N1 dipyrazino[2,3-f:2',3'-h]quinoline